The molecule is an N-acylglycinate resulting from the deprotonation of the carboxy group of N-octanoylglycine. The conjugate base of N-octanoylglycine; major species at pH 7.3. It is a N-acylglycinate and a N-(fatty acyl)-glycine(1-). It is a conjugate base of a N-octanoylglycine. CCCCCCCC(=O)NCC(=O)[O-]